(S)-1-(6-(4-(4-(((2-(2,6-dioxopiperidin-3-yl)-1-oxoisoindolin-4-yl)oxy)methyl)benzyl)piperazin-1-yl)pyridin-2-yl)-1H-imidazole-4-carboxamide O=C1NC(CC[C@@H]1N1C(C2=CC=CC(=C2C1)OCC1=CC=C(CN2CCN(CC2)C2=CC=CC(=N2)N2C=NC(=C2)C(=O)N)C=C1)=O)=O